CC1=C(C=2C(=N[C@H](C=3N(C2S1)C(=NN3)C)C)C3=CC=C(C=C3)B3OC(C(O3)(C)C)(C)C)C (S)-2,3,6,9-tetramethyl-4-(4-(4,4,5,5-tetramethyl-1,3,2-dioxaborolan-2-yl)phenyl)-6H-thieno[3,2-f][1,2,4]triazolo[4,3-a][1,4]diazepine